tert-butyl 2-(3-(((1R,2R,3S,4R,Z)-7-(cyclopropylmethylene)-3-((4-fluoro-3-(trifluoromethyl)phenyl)carbamoyl)bicyclo[2.2.1]heptan-2-yl)carbamoyl)-4-methoxyphenyl)acetate C1(CC1)\C=C\1/[C@@H]2[C@H]([C@H]([C@H]1CC2)C(NC2=CC(=C(C=C2)F)C(F)(F)F)=O)NC(=O)C=2C=C(C=CC2OC)CC(=O)OC(C)(C)C